Cl.Cl.ClC1=CC2=C(N(C=N2)CCC[C@H]2NCCC[C@@H]2O)C(=C1)C=1C=NNC1 (2R,3S)-2-(3-(5-chloro-7-(1H-pyrazol-4-yl)-1H-benzo[d]imidazol-1-yl)propyl)piperidin-3-ol dihydrochloride